(3S,5S)-1-(tert-butoxycarbonyl)-5-methylpyrrolidine-3-carboxylic acid hydrochloride Cl.C(C)(C)(C)OC(=O)N1C[C@H](C[C@@H]1C)C(=O)O